NC1=C2N=CN(C2=NC=N1)C[C@@H](C)OCP(OCCCSCCCCCCCCCCC#CC1CCCCC1)(O)=O 3-((12-cyclohexyldodec-11-yn-1-yl)thio)propyl hydrogen ((((R)-1-(6-amino-9H-purin-9-yl)propan-2-yl)oxy)methyl)phosphonate